(S)-2-((5-(3,5-dimethylisoxazol-4-yl)pyridin-2-yl)amino)-1-((1r,4S)-4-methylcyclohexyl)-2-oxoethyl-1-isopropyl-1H-pyrazole-5-carboxamide CC1=NOC(=C1C=1C=CC(=NC1)NC([C@@H](C1CCC(CC1)C)C1=NN(C(=C1)C(=O)N)C(C)C)=O)C